C(=O)(O)CN(CCOCCOCCN(CC(=O)O)CC(=O)O)CC(=O)O 2-[2-[2-[2-[bis(carboxymethyl)amino]ethoxy]ethoxy]ethyl-(carboxymethyl)amino]acetic acid